SC1=C(O)C=CC(=C1)O 2-Mercaptohydroquinone